ICCN(C)C 2-iodo-N,N-dimethyl-ethanamine